CC1=CC=CC(=N1)C1=NNC=C1C=1C=C2C(=CC=NC2=CC1)C=1C=NNC1 6-[3-(6-methyl-2-pyridyl)-1H-pyrazol-4-yl]-4-(1H-pyrazol-4-yl)quinoline